N-[2-fluoro-3-[[7-[(3-fluoro-2-pyridyl)oxy]-4-methyl-2-oxo-chromen-3-yl]methyl]phenyl]-2-methyl-propane-1-sulfonamide FC1=C(C=CC=C1CC=1C(OC2=CC(=CC=C2C1C)OC1=NC=CC=C1F)=O)NS(=O)(=O)CC(C)C